C(CCCCC(=O)[O-])(=O)OC(CCCCCCCCC)CCCCCCCC Octyldecyl adipate